(S)-5-(Azetidin-2-ylmethoxy)-N-(1-(7-(4-chloro-2-methylthiazol-5-yl)quinolin-5-yl)cyclopropyl)-2-methylbenzamide N1[C@@H](CC1)COC=1C=CC(=C(C(=O)NC2(CC2)C2=C3C=CC=NC3=CC(=C2)C2=C(N=C(S2)C)Cl)C1)C